(S)-N-(4-amino-3,4-dioxo-1-phenylbutan-2-yl)-2,6-dimethoxybenzamide NC(C([C@H](CC1=CC=CC=C1)NC(C1=C(C=CC=C1OC)OC)=O)=O)=O